ClC=1C(=C(C=CC1)CNC(CN1N=C(C2=CC=CC=C12)C(=O)N)=O)F (2-((3-chloro-2-fluorophenylmethyl)amino)-2-oxoethyl)-1H-indazole-3-carboxamide